FC1=C(C=CC(=C1C)F)C=1C=C2C(=NC1)C=NN2CC=2OC(=NN2)C(F)(F)F 2-[[6-(2,4-Difluoro-3-methyl-phenyl)pyrazolo[4,3-b]pyridin-1-yl]methyl]-5-(trifluoromethyl)-1,3,4-oxadiazole